2-(4-chloro-3-fluorophenoxy)-N-{3-[(2-methyl-1,2,3,4-tetrahydroisoquinolin-5-yl)amino]bicyclo[1.1.1]pentan-1-yl}acetamide ClC1=C(C=C(OCC(=O)NC23CC(C2)(C3)NC3=C2CCN(CC2=CC=C3)C)C=C1)F